N-((1s,4s)-4-((5-([1,2,4]triazolo[1,5-a]pyridin-7-yl)-4-methoxy-7H-pyrrolo[2,3-d]pyrimidin-2-yl)amino)cyclohexyl)acetamide N=1C=NN2C1C=C(C=C2)C2=CNC=1N=C(N=C(C12)OC)NC1CCC(CC1)NC(C)=O